methyl 2-(4-bromophenoxy)-3-methoxypropanoate BrC1=CC=C(OC(C(=O)OC)COC)C=C1